CN1CC[C@H]([C@]12COCC2)C2=CC=1C(=NC=CC1NC=1C=CC3=C(N=CS3)C1)S2 N-(2-((4R,5R)-1-methyl-7-oxa-1-azaspiro[4.4]nonan-4-yl)thieno[2,3-b]pyridin-4-yl)benzo[d]thiazol-5-amine